3-methyl-5-(5-(oxazol-2-yl)pyridin-3-yl)phenyl cycloheptylcarbamate C1(CCCCCC1)NC(OC1=CC(=CC(=C1)C=1C=NC=C(C1)C=1OC=CN1)C)=O